C(C=C)NCC1=CC=CC=C1 N-allyl-benzylamine